C(C)NC1=C(C=O)C=CC(=C1)NCC 2,4-diethylaminobenzaldehyde